ClC1=C(C=CC=C1OC)C1=C(C=CC(=C1)N(C)C)S(=O)(=O)N1CCC(CC1)(C(=O)N[C@@H](C)\C=C/S(=O)(=O)C)F (S,Z)-1-((2'-chloro-5-(dimethylamino)-3'-methoxy-[1,1'-biphenyl]-2-yl)sulfonyl)-4-fluoro-N-(4-(methylsulfonyl)but-3-en-2-yl)piperidine-4-carboxamide